2-methyl-1-phenyl-1,3-butanediol benzoate benzenesulfonate C1(=CC=CC=C1)S(=O)(=O)OC(C(C(OC(C1=CC=CC=C1)=O)C1=CC=CC=C1)C)C